Glucose 3-methyl-pentanoate CC(C(=O)O[C@H]([C@H](C=O)O)[C@H](O)[C@H](O)CO)CCC